ClP(C1=CC=C(C=C1)OC)C1=CC=C(C=C1)OC chloro-bis(4-methoxyphenyl)phosphine